1-[5-chloro-2-(3-chloro-2-pyridyl)pyrazol-3-yl]-3-[(1S)-1-(2-pyrimidin-2-yl-1,2,4-triazol-3-yl)ethyl]urea ClC=1C=C(N(N1)C1=NC=CC=C1Cl)NC(=O)N[C@@H](C)C=1N(N=CN1)C1=NC=CC=N1